C(#N)C=1C(=NC=CC1)SCCC(C#N)C#N 2-[2-[(3-cyano-2-pyridyl)sulfanyl]ethyl]propanedinitrile